N[C@H](C(=O)O)CC1=CC(=C(C(=C1)Cl)OCC1=C(C=CC(=C1)OC)OCC1=NC2=CC=CC=C2C=C1)Cl (S)-2-amino-3-(3,5-dichloro-4-((5-methoxy-2-(quinolin-2-ylmethoxy)benzyl)oxy)phenyl)propionic acid